ClC=C(C(F)(F)F)Cl 1,2-dichloro-3,3,3-trifluoroprop-1-ene